C(C)OC(=C)C=1C=CN=C2C=C(C(=NC12)OC)OC 8-(1-ethoxyethenyl)-2,3-dimethoxy-1,5-naphthyridine